5-(2-fluorophenyl)-N-((S)-4-methyl-1-oxo-1-(((S)-3-oxo-1-((S)-2-oxopyrrolidin-3-yl)-4-(2,3,5,6-tetrafluorophenoxy)butan-2-yl)amino)pentan-2-yl)isoxazole-3-carboxamide FC1=C(C=CC=C1)C1=CC(=NO1)C(=O)N[C@H](C(N[C@@H](C[C@H]1C(NCC1)=O)C(COC1=C(C(=CC(=C1F)F)F)F)=O)=O)CC(C)C